(E)-6-methyl-2-(5-phenacylpent-2-en-1-yl)-1,3,6,2-dioxazaborocane-4,8-dione CN1CC(OB(OC(C1)=O)C\C=C\CCCC(=O)C1=CC=CC=C1)=O